6-bromo-2-((S)-1-((S)-6-methyl-1,4-diazepan-1-yl)butyl)-3-propylquinazolin-4(3H)-one BrC=1C=C2C(N(C(=NC2=CC1)[C@H](CCC)N1CCNC[C@@H](C1)C)CCC)=O